C1(CC1)NC1CN(CC1)C=1N=CC(=NC1)C(=O)NC1=CC2=CN(N=C2C=C1C)C 5-[3-(cyclopropylamino)pyrrolidin-1-yl]-N-(2,6-dimethylindazol-5-yl)pyrazine-2-carboxamide